4'-dichloromethylbiphenyl ClC(C1=CC=C(C=C1)C1=CC=CC=C1)Cl